benzyl (2S,4R)-1-(2,2-difluoro-1-methylcyclopropane-1-carbonyl)-4-fluoropyrrolidine-2-carboxylate FC1(C(C1)(C(=O)N1[C@@H](C[C@H](C1)F)C(=O)OCC1=CC=CC=C1)C)F